C1=C(C=CC2=CC=CC=C12)\C(\C)=N\NC(=O)C1=CC=C(C=C1)C1=CC=CC=C1 (E)-N'-(1-(naphthalen-2-yl)ethylidene)-[1,1'-biphenyl]-4-carbohydrazide